6-[(3-adamantan-1-yl)-4-hydroxy-phenyl]-2-naphthoic acid C12(CC3CC(CC(C1)C3)C2)C=2C=C(C=CC2O)C=2C=C3C=CC(=CC3=CC2)C(=O)O